FC1(CN(CC1(C)C)C=1C=2N(C(=CN1)I)N=C(C2)N2C(NC(C=C2)=O)=O)F [4-(3,3-difluoro-4,4-dimethyl-pyrrolidin-1-yl)-7-iodo-pyrazolo[1,5-a]pyrazin-2-yl]-1H-pyrimidine-2,4-dione